ClC1=CC=C(C=C1)C1=C(C=CC(=N1)NN1C(C(=C(C1=O)C)C)=O)C(F)(F)F 1-{[4-chloro-6-phenyl-5-(trifluoromethyl)(2-pyridyl)]amino}-3,4-dimethylazoline-2,5-dione